OCC=1C=NC2=CC=C(C=C2N1)C(C)=O (3-(hydroxymethyl)quinoxalin-6-yl)ethan-1-one